The molecule is a 1-acyl-sn-glycerol that has octanoyl as the 1-acyl group. It is a 1-monooctanoylglycerol and a 1-acyl-sn-glycerol. It is an enantiomer of a 3-octanoyl-sn-glycerol. CCCCCCCC(=O)OC[C@H](CO)O